IC1=CC2=C(NC(=N2)C(=O)OC)C=C1 methyl 5-iodo-1H-benzo[d]imidazole-2-carboxylate